CC(C[C@@H](C(N[C@H](C=O)C[C@H]1C(NCC1)=O)=O)NC(OC(CC1=CC=CC=C1)C1CCC(CC1)(F)F)=O)C 1-(4,4-Difluorocyclohexyl)-2-phenylethyl ((S)-4-methyl-1-oxo-1-(((S)-1-oxo-3-((S)-2-oxopyrrolidin-3-yl)propan-2-yl)amino)pentan-2-yl)carbamate